2',3-dimethyl-4-aminobiphenyl CC1=C(C=CC=C1)C1=CC(=C(C=C1)N)C